The molecule is a leukotriene that is leukotriene B4 in which two of the methyl hydrogens at position 20 have been replaced by hydroxy groups. It is an aldehyde hydrate, a leukotriene, a long-chain fatty acid, a secondary alcohol and a hydroxy polyunsaturated fatty acid. It derives from a leukotriene B4. It is a conjugate acid of a 20,20-dihydroxyleukotriene B4(1-). C(CCC(O)O)C/C=C\\C[C@H](/C=C/C=C/C=C\\[C@H](CCCC(=O)O)O)O